2-octacosylpropanedioic acid C(CCCCCCCCCCCCCCCCCCCCCCCCCCC)C(C(=O)O)C(=O)O